BrC1=C(C(=C(C(=C1)C1=C(C=CC=C1)F)NC(=O)C1(CC1)C)F)C N-[4-bromo-2-fluoro-6-(2-fluorophenyl)-3-methylphenyl]-1-methylcyclopropane-1-carboxamide